COC(=O)C1=C(N=C(S1)N)C1=C(C=CC=C1)Cl 2-amino-4-(2-chlorophenyl)thiazole-5-carboxylic acid methyl ester